N-(4-(6-fluoro-3,4-dihydroisoquinolin-2(1H)-yl)-2,6-dimethylphenyl)spiro[2.5]octane-1-carboxamide FC=1C=C2CCN(CC2=CC1)C1=CC(=C(C(=C1)C)NC(=O)C1CC12CCCCC2)C